2-(5-((S or R)-1-(((R)-((R)-8-cyano-1,2,3,4-tetrahydroquinoxalin-2-yl)(phenyl)methyl)amino)propan-2-yl)thiophen-2-yl)acetic acid C(#N)C=1C=CC=C2NC[C@@H](NC12)[C@@H](C1=CC=CC=C1)NC[C@H](C)C1=CC=C(S1)CC(=O)O |o1:21|